COC=1C=C(C=C2C(=NC=NC12)O)C1=NC=C(C=C1)F 8-methoxy-6-(5-fluoropyridin-2-yl)quinazolin-4-ol